2-neopentylbutadiene C(C(C)(C)C)C(=C)C=C